C[C@@H]1N(CC1)C1=NC(=CC(=N1)N1CC2(CC(C2)CC(=O)O)CC1)C(F)(F)F (S)-2-(6-(2-(2-Methylazetidin-1-yl)-6-(trifluoromethyl)pyrimidin-4-yl)-6-azaspiro[3.4]octane-2-yl)acetic acid